FC(F)(F)NC(=S)N trifluoromethylthiourea